tert-butyl (5aS,6R,11bR)-10-cyano-14-(cyclopropylmethyl)-5a-hydroxy-1,2,5,5a,6,7-hexahydro-6,11b-(epiminoethano)naphtho[1,2-d]azepine-3(4H)-carboxylate C(#N)C1=CC=C2C[C@@H]3[C@]4([C@](CCN(CC4)C(=O)OC(C)(C)C)(C2=C1)CCN3CC3CC3)O